2-((4-(((2S,4R)-2-methyl-1-propionyl-1,2,3,4-tetrahydroquinolin-4-yl)amino)phenyl)-2-oxoethyl)acetamide C[C@@H]1N(C2=CC=CC=C2[C@@H](C1)NC1=CC=C(C=C1)C(CCC(=O)N)=O)C(CC)=O